S1C=C(C2=C1C=CC=C2)CNC2=CC=C(C=N2)C(=O)N2C[C@H](CC2)N(C(C)=O)C N-[(3S)-1-(6-{[(1-Benzothiophen-3-yl)methyl]amino}pyridine-3-carbonyl)pyrrolidin-3-yl]-N-methylacetamide